The molecule is this compound belongs to the class of organic compounds known as quinic acids and derivatives. These are compounds containing a quinic acid moiety (or a derivative thereof), which is a cyclitol made up of a cyclohexane ring that bears four hydroxyl groups at positions 1,3.4, and 5, as well as a carboxylic acid at position 1. It is a quinic acid, a cinnamate ester, a member of styrenes, a member of catechols, a member of cyclohexanols, a tertiary alcohol and a polyol. C1[C@H]([C@@H]([C@@H](C[C@]1(C(=O)O)O)OC(=O)/C=C\\C2=CC(=C(C=C2)O)O)O)O